(2S,3S)-N-(2-amino-3-fluoro-4-((4-(trifluoromethyl)benzyl)amino)phenyl)-2,3-difluorodecanamide NC1=C(C=CC(=C1F)NCC1=CC=C(C=C1)C(F)(F)F)NC([C@@H]([C@H](CCCCCCC)F)F)=O